OC1=CC=C(C=C1)CC(=O)OC methyl (p-hydroxyphenyl)acetate